5-methylspiro[6H-thieno[3,2-c]pyridine-7,1'-cyclopentane]-4-one CN1C(C2=C(SC=C2)C2(CCCC2)C1)=O